C(C)(C)OC(C(CCCC)N)=O 2-aminohexanoic acid isopropyl ester